dimethyloctane-1,8-diamine CC(CCCCCCCN)(N)C